C(C(=O)[O-])(=O)[O-].[Ca+2] calcium monooxalate